6-(7-(difluoromethyl)-3,4-dihydroquinolin-1(2H)-yl)-4-(1,1-dioxidotetrahydro-2H-thiopyran-4-yl)-1,3-dimethyl-1,3-dihydro-2H-imidazo[4,5-c]pyridin-2-one FC(C1=CC=C2CCCN(C2=C1)C1=CC2=C(C(=N1)C1CCS(CC1)(=O)=O)N(C(N2C)=O)C)F